7-(5-(6-fluorobenzo[d]thiazole-2-yl)-2-methoxyphenoxy)-N-hydroxyheptanamide FC1=CC2=C(N=C(S2)C=2C=CC(=C(OCCCCCCC(=O)NO)C2)OC)C=C1